NC=1C=2N(C=CN1)C(=NC2C2=C(C=C(C=C2)C(NC2=NC=CC(=C2)C(F)(F)F)=O)OCC)[C@@]2(C[C@@](CC2)(C(=O)O)C)C (1R,3S)-3-[8-amino-1-(2-ethoxy-4-{[4-(trifluoromethyl)pyridin-2-yl]carbamoyl}phenyl)imidazo[1,5-a]pyrazin-3-yl]-1,3-dimethylcyclopentanecarboxylic acid